ClC=1C=C(SC1)CO (4-chlorothien-2-yl)methanol